Cl.N1C[C@H](CC1)NC1=C2C=CC=NC2=C(C=C1)C#N (S)-5-(pyrrolidin-3-ylamino)quinoline-8-carbonitrile hydrochloride